C(C)O/C=C/C=1C=CC(=NC1)N1N=CC(=C1)F (E)-5-(2-ethoxyvinyl)-2-(4-fluoro-1H-pyrazol-1-yl)pyridine